N-(1-acetylindolin-5-yl)-4-((5-chloro-4-(1-isopropyl-1H-pyrazol-4-yl)pyrimidin-2-yl)amino)-3-methoxy-N-methylbenzamide C(C)(=O)N1CCC2=CC(=CC=C12)N(C(C1=CC(=C(C=C1)NC1=NC=C(C(=N1)C=1C=NN(C1)C(C)C)Cl)OC)=O)C